(S)-N-(2-((1-((3-guanidinopropyl)amino)-1-oxo-3-phenylpropan-2-yl)carbamoyl)-phenyl)-2-naphthamide N(C(=N)N)CCCNC([C@H](CC1=CC=CC=C1)NC(=O)C1=C(C=CC=C1)NC(=O)C1=CC2=CC=CC=C2C=C1)=O